FC(CN1N=CC=2C1=NC(=CN2)N2CCC(CC2)OC2CN(C2)C(=O)OC(C)(C)C)F tert-butyl 3-((1-(1-(2,2-difluoroethyl)-1H-pyrazolo[3,4-b]pyrazin-6-yl)piperidin-4-yl)oxy)azetidine-1-carboxylate